ClC=1C=C(C=C2C(=C(C=NC12)C#N)NC1=CC(=C(C=C1)F)Cl)NC(C=1C=NC=CC1)C=1N=NN(C1)C1CCNCC1 8-chloro-4-((3-chloro-4-fluorophenyl)amino)-6-(((1-(piperidin-4-yl)-1H-1,2,3-triazol-4-yl)(pyridin-3-yl)methyl)amino)quinoline-3-carbonitrile